COC1=CC=C(COC=2C(=C(C(=CC2)C)N2C3=C(C4=C2N=CN=C4N)C=C(C(=N3)C)C(C)OC)C)C=C1 9-(3-((4-Methoxybenzyl)oxy)-2,6-dimethylphenyl)-6-(1-methoxyethyl)-7-methyl-9H-pyrido[3',2':4,5]pyrrolo[2,3-d]pyrimidin-4-amine